Geranyl-acetat C(\C=C(/C)\CCC=C(C)C)CC(=O)[O-]